(3,5-dibromo-4-hydroxyphenyl)(2-ethyl-6-methylbenzofuran-3-yl)methanone BrC=1C=C(C=C(C1O)Br)C(=O)C1=C(OC2=C1C=CC(=C2)C)CC